FC1=C(C(=CC=C1)C)C1CCC(CC1)CC(=O)OCC ethyl 2-(4-(2-fluoro-6-methylphenyl)cyclohexyl)acetate